((4-(2-(4-chloro-2-fluorophenyl)-2-methylbenzo[d][1,3]dioxol-4-yl)piperidin-1-yl)methyl)-3-cyclopropyl-5-(1H-tetrazol-5-yl)pyridine ClC1=CC(=C(C=C1)C1(OC2=C(O1)C=CC=C2C2CCN(CC2)CC2=NC=C(C=C2C2CC2)C2=NN=NN2)C)F